CS(=O)(=O)CC1CN(C1)C=1N=CC(=C2C=C(N=CC12)NC1=NC(=NC=C1)N1CCN(CC1)C)C(C)C 8-[3-(methanesulfonylmeth-yl)azetidin-1-yl]-N-[2-(4-methylpiperazin-1-yl)pyrimidin-4-yl]-5-(propan-2-yl)-2,7-naphthyridin-3-amine